BrC1=CC=C(C=C1)OC(F)(F)F bromo-4-(trifluoromethoxy)benzene